4-(3-(8-fluoro-5-methyl-1-oxo-1,2-dihydroisoquinolin-3-yl)propionyl)piperazine-1-carboxylic acid FC=1C=CC(=C2C=C(NC(C12)=O)CCC(=O)N1CCN(CC1)C(=O)O)C